[(3aS,4S,6aR)-4-aminospiro[1,3,3a,4,6,6a-hexahydrocyclopenta[c]pyrrole-5,1'-cyclopropan]-2-yl]-(6,7-Dihydro-4H-thieno[3,2-c]pyran-2-yl)methanone N[C@H]1[C@H]2[C@H](CN(C2)C(=O)C2=CC=3COCCC3S2)CC12CC2